5-(2-Aminopyridin-4-yl)-7-(4-(morpholinomethyl)phenyl)-1H-indazol-3-amine NC1=NC=CC(=C1)C=1C=C2C(=NNC2=C(C1)C1=CC=C(C=C1)CN1CCOCC1)N